FC1=CC=C2C(=CNC2=C1)C1=C2CNC(C2=C(C=C1)NC1=NC=C(C=C1)N1CCN(CC1)C)=O 4-(6-fluoro-1H-indol-3-yl)-7-[[5-(4-methylpiperazin-1-yl)-2-pyridyl]amino]isoindolin-1-one